C1(=CC=CC=C1)C(C(=O)O)=NO PHENYLGLYOXYLIC ACID OXIME